Kalium perfluoro-1-butanesulfonate FC(C(C(C(F)(F)F)(F)F)(F)F)(S(=O)(=O)[O-])F.[K+]